1-(2,2,6-trimethyl-cyclohexyl)hexan-3-ol CC1(C(C(CCC1)C)CCC(CCC)O)C